3'-((6-(phenylamino)-1,3,5-triazine-2,4-diyl)bis(azanediyl))diphenol C1(=CC=CC=C1)NC1=NC(=NC(=N1)NC1=C(C=CC=C1)O)NC1=C(C=CC=C1)O